(S)-N'-((4-cyano-3-fluoro-2,6-diisopropylphenyl)carbamoyl)-4-(hydroxymethyl)-2-(2-hydroxypropan-2-yl)thiazole-5-sulfonimidamide C(#N)C1=C(C(=C(C(=C1)C(C)C)NC(=O)N=[S@@](=O)(N)C1=C(N=C(S1)C(C)(C)O)CO)C(C)C)F